NC1=C(C=NN1C(C(F)(F)F)(C)C)C(=O)N1C[C@@]2(CCC1)C1=C(NC(O2)=O)C=CC(=C1F)Cl (R)-1'-(5-Amino-1-(1,1,1-trifluoro-2-methylpropan-2-yl)-1H-pyrazole-4-carbonyl)-6-chloro-5-fluorospiro[benzo[d][1,3]oxazine-4,3'-piperidin]-2(1H)-one